1-(5-methoxy-2-methyl-1,3-benzothiazol-6-yl)-3-[(1S)-1-(2-pyrimidin-2-yl-1,2,4-triazol-3-yl)ethyl]urea COC=1C(=CC2=C(N=C(S2)C)C1)NC(=O)N[C@@H](C)C=1N(N=CN1)C1=NC=CC=N1